N1,N1'-(piperazine-1,4-diylbis(propane-3,1-diyl))bis(N3-isopropylpropane-1,3-diamine) N1(CCN(CC1)CCCNCCCNC(C)C)CCCNCCCNC(C)C